C(C)C=1C(NC2=CC3=C(C=C2C1)OCC[C@@H]1N(C3=O)CCN(C1)C=1C=CC(=NC1)C(=O)NC)=O (S)-5-(10-ethyl-11,14-dioxo-1,2,4,4a,5,6,11,14-octahydro-3H,12H-pyrazino[1',2':5,6][1,5]oxazocino[2,3-g]quinolin-3-yl)-N-methylpicolinamide